BrC1=CC=C(C=C1)OC 4-Bromoanisol